tert-Butyl 3-(4-bromo-2,5-dimethoxyphenyl)-3-hydroxyazetidine-1-carboxylate BrC1=CC(=C(C=C1OC)C1(CN(C1)C(=O)OC(C)(C)C)O)OC